O=C1NC(CCC1C1=NN(C2=C(C=CC=C12)N1CCN(CC1)CC1[C@@H]2CN(C[C@H]12)C(=O)OC(C)(C)C)C)=O tert-butyl (1r,5s,6s)-6-((4-(3-(2,6-dioxopiperidin-3-yl)-1-methyl-1H-indazol-7-yl) piperazin-1-yl) methyl)-3-azabicyclo[3.1.0]hexane-3-carboxylate